dodecyl-1,3-propanediamine C(CCCCCCCCCCC)C(CCN)N